(E)-4-(4-((4-methylocta-3-en-1-yl)oxy)phenyl)butan-2-one C\C(=C/CCOC1=CC=C(C=C1)CCC(C)=O)\CCCC